(S,E)-1-(1-(3-(4'-(2-(3-(aminomethyl)azetidin-1-yl)ethoxy)-[1,1'-biphenyl]-4-yl)allyl)-1H-imidazol-2-yl)ethan-1-ol NCC1CN(C1)CCOC1=CC=C(C=C1)C1=CC=C(C=C1)/C=C/CN1C(=NC=C1)[C@H](C)O